FC1(CCN(CC1)C1=CC2=C(C[C@](O2)(C)CO)C=C1NC(=O)C=1C=NN2C1N=CC=C2)CO N-[(2R)-6-[4-fluoro-4-(hydroxymethyl)-1-piperidyl]-2-(hydroxymethyl)-2-methyl-3H-benzofuran-5-yl]pyrazolo[1,5-a]pyrimidine-3-carboxamide